methyl trans-4-[[6-(1-methylcyclopropoxy)pyrrolo[3,2-b]pyridin-1-yl]methyl]cyclohexanecarboxylate CC1(CC1)OC=1C=C2C(=NC1)C=CN2C[C@@H]2CC[C@H](CC2)C(=O)OC